10-Hydroxy-N-(6-methoxypyridin-3-yl)-7-thia-2,5-diazatricyclo[6.4.0.02,6]dodeca-1(8),3,9,11-tetraene-4-carboxamide OC1=CC=2SC3NC(=CN3C2C=C1)C(=O)NC=1C=NC(=CC1)OC